FC=1C=C(C=C(C1)F)[C@@H]1CC[C@H]2OC3(C(N21)=O)CCN(CC3)C(=O)C=3C=NC=NC3 (5'S,7a'R)-5'-(3,5-difluorophenyl)-1-(pyrimidine-5-carbonyl)tetrahydro-3'H-spiro[piperidine-4,2'-pyrrolo[2,1-b][1,3]oxazol]-3'-one